ClC=1C=C(C=C(C1)C(F)(F)F)C=1C(=NC=CC1)O 3-chloro-5-trifluoromethylphenyl-2-pyridol